(2s,4r)-tert-butyl 4-hydroxy-2-methylpyrrolidine-1-carboxylate O[C@@H]1C[C@@H](N(C1)C(=O)OC(C)(C)C)C